2-((2,6-dichloropyrido[3,4-d]pyrimidin-4-yl)amino)-N-phenylethane-1-sulfonamide ClC=1N=C(C2=C(N1)C=NC(=C2)Cl)NCCS(=O)(=O)NC2=CC=CC=C2